N1C=C(C2=CC=CC=C12)CCNC([C@@H](CC1=CNC2=CC=CC=C12)C(C(=O)N)CCC[C@@H]1SC[C@@H]2NC(N[C@@H]21)=O)=O ((S)-1-((2-(1H-indol-3-yl)ethyl)amino)-3-(1H-indol-3-yl)-1-oxopropan-2-yl)-5-((3aS,4S,6aR)-2-oxohexahydro-1H-thieno[3,4-d]imidazol-4-yl)pentanamide